C(=O)(O)CCC(=O)C=1C=C2C=CC(=C(C2=CC1)F)OCCCOC1=C(C2=C(SC(=C2)C(CC(C(=O)O)(C)C)=O)C=C1OC)F 4-(5-(3-((6-(3-carboxypropionyl)-1-fluoronaphthalen-2-yl)oxy)propoxy)-4-fluoro-6-methoxybenzo[b]thiophen-2-yl)-2,2-dimethyl-4-oxobutanoic acid